3β-(pyridine-4-ylmethoxy)-17-(1H-benzimidazol-1-yl)androsta-5,16-diene N1=CC=C(C=C1)CO[C@@H]1CC2=CC[C@H]3[C@@H]4CC=C([C@@]4(C)CC[C@@H]3[C@]2(CC1)C)N1C=NC2=C1C=CC=C2